chloro-N-(2,2-difluoroethyl)-N-(3-fluoro-5-((1-methylcyclopropyl)ethynyl)phenyl)-[1,2,4]triazolo[4,3-a]quinazolin-5-amine ClC1=NN=C2N1C1=CC=CC=C1C(=N2)N(C2=CC(=CC(=C2)C#CC2(CC2)C)F)CC(F)F